FC1([C@H]2[C@@H](N(C1)C(=O)OC(C)(C)C)CCN2CC[C@H]2[C@@H](C2)C(=O)OC)F (cis)-tert-Butyl 3,3-difluoro-4-(2-((trans)-2-(methoxycarbonyl)cyclopropyl)ethyl)hexahydropyrrolo[3,2-b]pyrrole-1(2H)-carboxylate